(4-methoxy-5-((6-((2-(1-methyl-1H-pyrazol-3-yl)phenyl)amino)pyrimidin-4-yl)amino)-2-morpholinylphenyl)acrylamide COC1=CC(=C(C=C1NC1=NC=NC(=C1)NC1=C(C=CC=C1)C1=NN(C=C1)C)C(C(=O)N)=C)N1CCOCC1